N-hydroxymethyl-N-(1,3-bis(hydroxymethyl)-2,5-dioxoimidazolidin-4-yl)-N'-hydroxymethylurea OCN(C(=O)NCO)C1N(C(N(C1=O)CO)=O)CO